tert-butyl (1S,6R,7R)-7-((1,3-dioxoisoindolin-2-yl)methyl)-7-(2-fluorophenyl)-3-azabicyclo[4.1.0]heptane-3-carboxylate O=C1N(C(C2=CC=CC=C12)=O)C[C@@]1([C@@H]2CCN(C[C@H]12)C(=O)OC(C)(C)C)C1=C(C=CC=C1)F